NC1=NC=NN2C1=C(C=C2C=2C=C(C(=NC2)OC)C(=O)N[C@@H]2CN(C[C@@H]2F)C(=O)OCCO)C(F)(F)F 2-hydroxyethyl (3R,4S)-3-{5-[4-amino-5-(trifluoromethyl)pyrrolo[2,1-f][1,2,4]triazin-7-yl]-2-methoxypyridine-3-amido}-4-fluoropyrrolidine-1-carboxylate